[1-(2-methoxyethyl)indazol-6-yl]-2,4-pyrimidinediamine COCCN1N=CC2=CC=C(C=C12)C=1C(=NC(=NC1)N)N